CC1=C(C(=CC=C1)C(F)(F)F)C(C)=O 1-(2-methyl-6-(trifluoromethyl)phenyl)ethan-1-one